N-benzyl-2-(5-(isoxazol-4-yl)pyridin-2-yl)acetamide tert-butyl-4-(4-hydroxy-3-nitrophenyl)-3,6-dihydropyridine-1(2H)-carboxylate C(C)(C)(C)OC(=O)N1CCC(=CC1)C1=CC(=C(C=C1)O)[N+](=O)[O-].C(C1=CC=CC=C1)NC(CC1=NC=C(C=C1)C=1C=NOC1)=O